NC=1C=C(N=NC1OC(F)F)NC(=O)C1CC(C2=C1C=NC=1N2N=C(C1)F)(C)C N-(5-amino-6-(difluoromethoxy)pyridazin-3-yl)-2-fluoro-8,8-dimethyl-7,8-dihydro-6H-cyclopenta[e]pyrazolo[1,5-a]pyrimidine-6-carboxamide